(+/-)-N5-(2-(1H-pyrazol-4-yl)ethyl)-3-(hydroxymethyl)-N7-methyl-3-phenyl-2,3-dihydrobenzofuran-5,7-dicarboxamide N1N=CC(=C1)CCNC(=O)C=1C=C(C2=C([C@](CO2)(C2=CC=CC=C2)CO)C1)C(=O)NC |r|